N-((5-chloro-4-(((ethyl(methyl)amino)methylene)amino)-2-methylphenyl)(ethyl)(oxo)-λ6-sulfaneylidene)-3-fluorobenzamide ClC=1C(=CC(=C(C1)S(=NC(C1=CC(=CC=C1)F)=O)(=O)CC)C)N=CN(C)CC